1-(2-(dimethylamino)ethyl)-2-fluoro-N1-methyl-N4-(4-(3-nitrophenoxy)-7H-pyrrolo[2,3-d]pyrimidin-2-yl)benzene-1,4-diamine CN(CCC1(C(C=C(C=C1)NC=1N=C(C2=C(N1)NC=C2)OC2=CC(=CC=C2)[N+](=O)[O-])F)NC)C